NC/C(/COC1=CC=C(C=C1)S(=O)(=O)CC12CCC(CC1)(CC2)O)=C\F (E)-4-(((4-((2-(aminomethyl)-3-fluoroallyl)oxy)phenyl)sulfonyl)methyl)bicyclo[2.2.2]octan-1-ol